dimethyl-2,2'-dimethylbenzidine CNC1=C(C(=C(C=C1)C1=C(C=C(N)C=C1)C)C)C